Cl.C[C@@]1(CNCCOC1)O (6S)-6-methyl-1,4-oxazepan-6-ol hydrochloride